Boc-prolinol C(=O)(OC(C)(C)C)N1[C@@H](CCC1)CO